N-(3-chloropropyl)-morpholine ClCCCN1CCOCC1